[2H]C(C1=C(C(=CC=C1)C([2H])([2H])[2H])C1=NC(=NC(=C1)Cl)NS(=O)(=O)C=1C=C(C(=O)OC)C=CC1)([2H])[2H] methyl 3-[[4-[2,6-bis(trideuteriomethyl)phenyl]-6-chloro-pyrimidin-2-yl]sulfamoyl]benzoate